N1=C(C=CC=C1)C=1N=C(SC1)NC=1C=C(C(=O)NCCN2CCCC2)C=CN1 2-(4-(pyridin-2-yl)thiazol-2-ylamino)-N-(2-(pyrrolidin-1-yl)ethyl)isonicotinamide